BrC1=CC(=NC(=C1)CN(C)C)NC(OC(C)(C)C)=O tert-butyl (4-bromo-6-((dimethylamino)methyl)pyridin-2-yl)carbamate